CCCCCCCCC=CCCCCCCCC(=O)O[C@H]1CC[C@@]2([C@H]3CC[C@]4([C@H]([C@@H]3CC=C2C1)CC[C@@H]4[C@H](C)CCCC(C)C)C)C cholesteryloleate